NC1(NC(=CC(=N1)OC)OC)NC 2-amino-4,6-dimethoxypyrimidin-2-yl-methylamine